oxyketone O=C=O